indolin-4-ylmethanol N1CCC2=C(C=CC=C12)CO